(S)-2-hydroxy-6-((4-(2-(hydroxymethyl)nicotinoyl)thiomorpholin-3-yl)methoxy)benzaldehyde OC1=C(C=O)C(=CC=C1)OC[C@@H]1N(CCSC1)C(C1=C(N=CC=C1)CO)=O